OC1(COC2=CC(=CC=C2C1=O)O)C1=CC=C(C=C1)OC 3,7-dihydroxy-3-(4-methoxyphenyl)-4H-chromen-4-one